N-{2-[(diaminomethylidene)amino]ethyl}-6-[7-methoxy-8-(prop-2-enamido)naphthalen-2-yl]pyridine-2-carboxamide NC(N)=NCCNC(=O)C1=NC(=CC=C1)C1=CC2=C(C(=CC=C2C=C1)OC)NC(C=C)=O